CC1(C)CCCC(C)=C1\C=C\C(\C)=C\C=C\C(\C)=C\C=C\C=C(/C)\C=C\C=C(/C)\C=C\C1=C(C)CCCC1(C)C e-beta-carotene